COC1=NC(=NN2C1=C(C=C2)C=2C=C1C=CC=NC1=CC2)NC2CC(C2)(C(=O)NC)C (1r,3r)-3-((4-methoxy-5-(quinolin-6-yl)pyrrolo[2,1-f][1,2,4]triazin-2-yl)amino)-N,1-dimethylcyclobutane-1-carboxamide